FC1=C(C=C(C(=C1O)C(C)C)O)C=1OC2=C(C(C1)=O)C=CC=C2 2-(2-fluoro-3,5-dihydroxy-4-isopropylphenyl)-4H-benzopyran-4-one